2-(5-methoxy-3-nitrophenyl)-4,5-dihydro-3H-imidazole COC=1C=C(C=C(C1)C1=NCCN1)[N+](=O)[O-]